2,4-Difluorobenzyl-(S,E)-2-((3-(7-(dimethylamino)-2-((dimethylcarbamoyl)oxy)-7-oxohept-5-enamido)-2-oxopyridin-1(2H)-yl)methyl)-5-fluoro-1H-indol-1-carboxylat FC1=C(COC(=O)N2C(=CC3=CC(=CC=C23)F)CN2C(C(=CC=C2)NC([C@H](CC\C=C\C(=O)N(C)C)OC(N(C)C)=O)=O)=O)C=CC(=C1)F